tert-butyl N-[[(pyridin-2-yl)carbamoyl]methyl]carbamate N1=C(C=CC=C1)NC(=O)CNC(OC(C)(C)C)=O